O[C@@H]1[C@@H](OC[C@@]1(CO)O)O[C@@H]1[C@H](O[C@H]([C@@H]([C@H]1O)O)CO)OC1=CC=C(C=C1)/C=C/C(=O)C1=C(C=C(C=C1)O)O (E)-3-[4-[(2R,3S,4R,5R,6S)-3-[(2S,3S,4R)-3,4-Dihydroxy-4-(hydroxymethyl)oxolan-2-yl]oxy-4,5-dihydroxy-6-(hydroxymethyl)oxan-2-yl]oxyphenyl]-1-(2,4-dihydroxyphenyl)prop-2-en-1-one